BrC1=CC(=NC=C1)NC(C1=CC(=C(C=C1)F)Cl)=O N-(4-bromopyridine-2-yl)-3-chloro-4-fluorobenzamide